(2s,4s)-1-(1-hydroxy-1,3-dihydrobenzo[c][1,2]oxaborole-6-carbonyl)-4-(1-hydroxy-1,3-dihydrobenzo[c][1,2]oxaborole-6-carboxamido)pyrrolidine-2-carboxylic acid OB1OCC2=C1C=C(C=C2)C(=O)N2[C@@H](C[C@@H](C2)NC(=O)C=2C=CC1=C(B(OC1)O)C2)C(=O)O